(2E)-1-[2-(4-chloro-2-fluorophenyl)-4-methyl-3-(pyridin-4-yl)-6,7-dihydropyrazolo[1,5-a]pyrazin-5(4H)-yl]-4-(dimethylamino)but-2-en-1-one ClC1=CC(=C(C=C1)C1=NN2C(C(N(CC2)C(\C=C\CN(C)C)=O)C)=C1C1=CC=NC=C1)F